O=C1N[C@H]2[C@@H](N1)CS[C@H]2CCCCC(=O)NN 5-[(3aS,4S,6aR)-2-oxo-1,3,3a,4,6,6a-hexahydrothieno[3,4-d]imidazol-4-yl]pentanehydrazide